methyl 6-chloropyrido[4',3':5,6]pyrazino[1,2-a]indole-9-carboxylate ClC1=NC2=C(N3C1=CC1=CC(=CC=C31)C(=O)OC)C=NC=C2